(Z)-2-((2-((4-iodo-5-(4-methoxyphenyl)-3-phenyl-2H-pyrrol-2-ylidene)amino)-3-phenyl-4,5-dihydro-1H-benzo[g]indol-7-yl)oxy)acetic acid IC1=C(/C(/N=C1C1=CC=C(C=C1)OC)=N/C=1NC=2C3=C(CCC2C1C1=CC=CC=C1)C=C(C=C3)OCC(=O)O)C3=CC=CC=C3